2-([1,1'-biphenyl]-4-yl)-4-phenyl-6-[3-(4,4,5,5-tetramethyl-1,3,2-dioxaborolane-2-yl)phenyl]-1,3,5-triazine C1(=CC=C(C=C1)C1=NC(=NC(=N1)C1=CC=CC=C1)C1=CC(=CC=C1)B1OC(C(O1)(C)C)(C)C)C1=CC=CC=C1